ClC=1N=CC2=C(C=CC(=C2C1)C(C)C)N1CC(C1)CI 3-chloro-8-(3-(iodomethyl)azetidin-1-yl)-5-isopropylisoquinoline